isochromen-4(3H)-one C1OCC(C2=CC=CC=C12)=O